C(C)(C)(C)OC(=O)N1CC(C1)N1CCCC1 3-(pyrrolidin-1-yl)azetidine-1-carboxylic acid tert-butyl ester